C(C)OC1=CC=C(C=N1)N1CC(C1)CC(=O)OC Methyl 2-(1-(6-ethoxypyridin-3-yl)azetidin-3-yl)acetate